(R)-2-(6-(3-fluoropyrrolidin-1-yl)pyridin-3-yl)-6-(pyridin-3-yl)-6,7-dihydro-5H-imidazo[1,5-a]imidazol-5-one F[C@H]1CN(CC1)C1=CC=C(C=N1)C=1N=C2N(C1)C(N(C2)C=2C=NC=CC2)=O